COC1=CC=C(CN(C(=S)N)CC2=CC=C(C=C2)N2CCOCC2)C=C1 1-(4-methoxybenzyl)-1-(4-morpholinobenzyl)thiourea